N-(3-((1H-pyrazol-3-yl)amino)-5-fluorobenzyl)-8-cyclopentyl-7H-purine-6-carboxamide N1N=C(C=C1)NC=1C=C(CNC(=O)C2=C3NC(=NC3=NC=N2)C2CCCC2)C=C(C1)F